3-(3,6-Dimethyl-1H-pyrazolo[3,4-b]pyridin-4-yl)-2-(5-fluoro-6-methylpyridin-2-yl)-6,6-dimethyl-6,7-dihydro-4H-pyrazolo[5,1-c][1,4]oxazine CC1=NNC2=NC(=CC(=C21)C=2C(=NN1C2COC(C1)(C)C)C1=NC(=C(C=C1)F)C)C